4-[(adamantan-1-carbonyl)-amino]-2-methoxybenzoic acid methylester COC(C1=C(C=C(C=C1)NC(=O)C12CC3CC(CC(C1)C3)C2)OC)=O